(5-hydroxy-2-methylbenzofuran-3-yl)(phenyl)methanone OC=1C=CC2=C(C(=C(O2)C)C(=O)C2=CC=CC=C2)C1